N-(2-(trifluoromethyl)phenyl)acetamide FC(C1=C(C=CC=C1)NC(C)=O)(F)F